ethyl-6-(2,2-dimethoxy-7-azaspiro[3.5]nonan-7-yl)-4-((3-fluoro-6-methoxy-1H-pyrrolo[2,3-b]pyridin-5-yl)oxy)nicotinic acid C(C)C1=C(C(=O)O)C(=CC(=N1)N1CCC2(CC(C2)(OC)OC)CC1)OC=1C=C2C(=NC1OC)NC=C2F